CC(CC(=O)[O-])CCCCC 3,7-dimethylheptanoate